6-[3-(cyclobutylmethoxy)-5-fluoro-phenyl]-2-[(2S,SR)-2,5-dimethylpyrrolidin-1-yl]-N-[(2-oxo-1H-pyridin-3-yl)sulfonyl]pyridine-3-carboxamide C1(CCC1)COC=1C=C(C=C(C1)F)C1=CC=C(C(=N1)N1[C@H](CC[C@@H]1C)C)C(=O)NS(=O)(=O)C=1C(NC=CC1)=O |&1:23|